FC(C=1C=CC(=NC1)C=1C=C2C=CN(C(C2=C(C1F)F)=O)CCC[C@H](C)NC=1C=NNC(C1C(F)(F)F)=O)F 6-[5-(difluoromethyl)pyridin-2-yl]-7,8-difluoro-2-[(4S)-4-[[6-oxo-5-(trifluoromethyl)-1H-pyridazin-4-yl]amino]pentyl]isoquinolin-1-one